1-benzyl-3-methylimidazolium thiocyanate [S-]C#N.C(C1=CC=CC=C1)N1C=[N+](C=C1)C